FC=1C(=C(C=CC1F)[C@H]1[C@@H](S[C@](C1)(C(F)(F)F)C)C(=O)NC1=CC(=NC=C1)S(=O)(=O)C)OC (2R,3S,5R)-3-(3,4-difluoro-2-methoxyphenyl)-N-(2-methylsulfonylpyridin-4-yl)-5-methyl-5-(trifluoromethyl)tetrahydrothiophene-2-carboxamide